N(=[N+]=[N-])[C@@H]1CN(C[C@H]1OCC1=CC=C(C=C1)C(F)(F)F)C(=O)OC(C)(C)C tert-butyl (3R,4R)-3-azido-4-(4-(trifluoromethyl)benzyloxy)pyrrolidine-1-carboxylate